3-(4-tert-Butyl-benzenesulfonylamino)-5-chloro-pyridine-2-carboxylic acid (2-fluoro-phenyl)-methyl-amide FC1=C(C=CC=C1)N(C(=O)C1=NC=C(C=C1NS(=O)(=O)C1=CC=C(C=C1)C(C)(C)C)Cl)C